CN(C(=O)NC1=NC=NC(=C1)C(F)(F)F)C1CC2(CN(C2)C(=O)C=2C=NN3C2SC=C3)C1 1-methyl-1-(2-(pyrazolo[5,1-b]thiazole-7-carbonyl)-2-azaspiro[3.3]heptan-6-yl)-3-(6-(trifluoromethyl)pyrimidin-4-yl)urea